methyl 5-[5-(3,3-difluoroazetidin-1-yl)-3-{[(5-fluoropyridin-3-yl)oxy]methyl} pyridin-2-yl]-1-methyl-1H-pyrrole-3-carboxylate FC1(CN(C1)C=1C=C(C(=NC1)C1=CC(=CN1C)C(=O)OC)COC=1C=NC=C(C1)F)F